C(#N)C1C(CCC1)NC(OC(C)(C)C)=O tert-butyl (2-cyanocyclopentyl)carbamate